C(=C)[C@H](C1=CC=CC=C1)N=[N+]=[N-] r-vinylbenzylazide